5-(2-(bicyclo[3.1.0]hexane-3-ylamino)-4-methoxypyrrolo[2,1-f][1,2,4]triazin-5-yl)-N-methylpyrazolo[1,5-a]pyridine-3-carboxamide C12CC(CC2C1)NC1=NN2C(C(=N1)OC)=C(C=C2)C2=CC=1N(C=C2)N=CC1C(=O)NC